C(C1=CC=CC=C1)N1C(C2CCCNC2C1=O)=O 8-benzyl-7,9-dioxo-2,8-diazabicyclo[4.3.0]nonane